C(C)(C)(C)OC(NCC1(CN(C(O1)=O)C=1C=CC=2OCC(NC2N1)=O)CCN)=O N-[[5-(2-aminoethyl)-2-oxo-3-(3-oxo-4H-pyrido[3,2-b][1,4]oxazin-6-yl)-1,3-oxazolidin-5-yl]methyl]carbamic acid tert-butyl ester